(S)-8-((5-Bromopentyl)oxy)-7-methoxy-2-(4-(tetrahydro-2H-pyran-4-yl)phenyl)-1,10,11,11a-tetrahydro-5H-benzo[e]pyrrolo[1,2-a][1,4]diazepin-5-one BrCCCCCOC=1C(=CC2=C(NC[C@H]3N(C2=O)C=C(C3)C3=CC=C(C=C3)C3CCOCC3)C1)OC